5-(2-{5-[(7R)-7-amino-2-azabicyclo[2.2.1]heptane-2-carbonyl]-7-methoxy-1-methyl-1H-1,3-benzodiazol-2-yl}-1-(cyclopropylmethyl)-1H-pyrrolo[2,3-b]pyridin-6-yl)-2,3-dihydro-1H-inden-1-ol N[C@H]1C2N(CC1CC2)C(=O)C2=CC1=C(N(C(=N1)C1=CC=3C(=NC(=CC3)C=3C=C4CCC(C4=CC3)O)N1CC1CC1)C)C(=C2)OC